COCCOCCOC1=CC=C2C=3C=CC(=CC3C(C2=C1)(CCCCCCCC)CCCCCCCC)N(C1=CC=CC=C1)C1=CC=C(C=C1)[N+](=O)[O-] 7-(2-(2-methoxyethoxy)ethoxy)-N-(4-nitrophenyl)-9,9-dioctyl-N-phenyl-9H-fluoren-2-amine